C1(CC1)C1=CC(=NC=2N1N=C(C2)C2=C(C=C(C=C2O)N2C[C@H](CC2)C(=O)N)F)C(=O)N2[C@@H](C1=CC=CC=C1CC2)C (S)-1-(4-(7-cyclopropyl-5-((R)-1-methyl-1,2,3,4-tetrahydroisoquinoline-2-carbonyl)pyrazolo[1,5-a]pyrimidin-2-yl)-3-fluoro-5-hydroxyphenyl)pyrrolidine-3-carboxamide